(R)-tertbutyl (2-(2-bromo-6-chloropyridin-4-yl)-2-oxoethyl)(2-((tert-butoxycarbonyl)amino)propyl)carbamate BrC1=NC(=CC(=C1)C(CN(C(OC(C)(C)C)=O)C[C@@H](C)NC(=O)OC(C)(C)C)=O)Cl